ClC=1C=C2C(=NC(=NC2=C(C1C1=CC(=CC2=CC=CC=C12)OCOC)F)OC[C@H]1N(CCC1)C)N1C[C@@H]2CC[C@H](CC1)N2C(=O)OC(C)(C)C tert-butyl (1S,6R)-3-(6-chloro-8-fluoro-7-(3-(methoxymethoxy)naphthalen-1-yl)-2-(((S)-1-methylpyrrolidin-2-yl)methoxy)quinazolin-4-yl)-3,9-diazabicyclo[4.2.1]nonane-9-carboxylate